OC12CN(C(C1)(C2)C)C(=O)OC(C)(C)C tert-butyl 4-hydroxy-1-methyl-2-azabicyclo[2.1.1]hexane-2-carboxylate